2-fluoro-N-isobutyl-N-[3-[methyl-[[1-(2-trimethylsilylethoxymethyl)imidazol-4-yl]methyl]amino]phenyl]-4-(trifluoromethyl)benzamide FC1=C(C(=O)N(C2=CC(=CC=C2)N(CC=2N=CN(C2)COCC[Si](C)(C)C)C)CC(C)C)C=CC(=C1)C(F)(F)F